C(C)OC1(N=C2C=CC=C(C2=C1C1OC(=O)C2=CC=CN=C12)N(CC)CC)C 3-(2-ethoxy-4-diethylamino-2-methyl-indol-3-yl)-4-azaphthalide